COC1=CC=C(C=C1)C(=CC(=O)OCC)C1=CC=C(C=C1)OC ethyl β,β-di(4'-methoxyphenyl)acrylate